3-[(2R)-4-[(tert-butoxy)carbonyl]-2-ethylpiperazin-1-yl]-6-(2-ethoxyphenyl)pyridine-2-carboxylic acid C(C)(C)(C)OC(=O)N1C[C@H](N(CC1)C=1C(=NC(=CC1)C1=C(C=CC=C1)OCC)C(=O)O)CC